4-(4-(cyclopropanecarbonyl)piperazin-1-yl)-9-(5-(difluoromethyl)-1,3,4-thiadiazol-2-yl)-N-(1-methylcyclopropyl)-9H-pyrimido[4,5-b]indole-7-sulfonamide C1(CC1)C(=O)N1CCN(CC1)C1=NC=NC=2N(C3=CC(=CC=C3C21)S(=O)(=O)NC2(CC2)C)C=2SC(=NN2)C(F)F